NC=1C=2N(C3=C(N1)C=NC(=C3)C(=O)N(CC3=NC=C(C=C3)C(F)(F)F)C3CC3)C=NC2 4-amino-N-cyclopropyl-N-((5-(trifluoromethyl)pyridin-2-yl)methyl)imidazo[1,5-a]pyrido[3,4-e]pyrazine-8-formamide